2-(methoxymethyl)-2,3-dihydrobenzofuran-7-amine COCC1OC2=C(C1)C=CC=C2N